2-(Dimethylamino)-1-(4-(2-(5-(8-methoxy-[1,2,4]triazolo[1,5-a]pyridin-6-yl)-4-(2,2,2-trifluoroethyl)-1H-pyrazol-3-yl)thiazol-5-yl)piperidin-1-yl)ethan-1-one CN(CC(=O)N1CCC(CC1)C1=CN=C(S1)C1=NNC(=C1CC(F)(F)F)C=1C=C(C=2N(C1)N=CN2)OC)C